3,3'-di-tert-butyl-5-(1,1,3,3-tetramethylbutyl)-5'-tert-butyl-6,6'-dimethyl-1,1'-biphenyl-2,2'-diol C(C)(C)(C)C1=C(C(=C(C(=C1)C(CC(C)(C)C)(C)C)C)C=1C(=C(C=C(C1C)C(C)(C)C)C(C)(C)C)O)O